rac-(1R,2R,3S,3aR,8bS)-methyl 6-((4,5-dihydroxypentyl)oxy)-1,8b-dihydroxy-8-methoxy-3a-(4-methoxyphenyl)-3-phenyl-2,3,3a,8b-tetrahydro-1H-cyclopenta[b]benzofuran-2-carboxylate OC(CCCOC1=CC2=C([C@]3([C@@](O2)([C@@H]([C@H]([C@H]3O)C(=O)OC)C3=CC=CC=C3)C3=CC=C(C=C3)OC)O)C(=C1)OC)CO |r|